2-phenyl-1-(4-(4,4,5,5-tetramethyl-1,3,2-dioxaborolan-2-yl)-3,6-dihydropyridin-1(2H)-yl)ethan-1-one C1(=CC=CC=C1)CC(=O)N1CCC(=CC1)B1OC(C(O1)(C)C)(C)C